4-(((5-methyl-1-propyl-1H-imidazol-4-yl)methyl)thio)aniline CC1=C(N=CN1CCC)CSC1=CC=C(N)C=C1